C(CCCCC)[N+]1=C(C=CC=C1)C 1-(1-hexyl)-2-methylpyridinium